Cl.N[C@@H]1[C@@H](OCC12CCN(CC2)C=2C(=NC(=C(N2)C)SC2=C(C=1N(C=C2)C=C(N1)C1=CC=C(C=C1)OC)Cl)CO)C (3-((3S,4S)-4-amino-3-methyl-2-oxa-8-azaspiro[4.5]decan-8-yl)-6-((8-chloro-2-(4-methoxyphenyl)imidazo[1,2-a]pyridin-7-yl)thio)-5-methylpyrazin-2-yl)methanol hydrochloride